C12COCC(CC1)N2C2=NC(=CC(=N2)C=2C(=NC(=NC2)N)C(F)F)N2CCOCC2 2-(3-oxa-8-azabicyclo[3.2.1]oct-8-yl)-4'-(difluoromethyl)-6-morpholino-[4,5'-bipyrimidin]-2'-amine